7-benzyl-1,3,7-triazaspiro[4.5]decane-2,4-dione C(C1=CC=CC=C1)N1CC2(C(NC(N2)=O)=O)CCC1